ethyl 2-[4-(benzyloxymethyl)cyclohexyl]-4-(difluoromethyl)thiazole-5-carboxylate C(C1=CC=CC=C1)OCC1CCC(CC1)C=1SC(=C(N1)C(F)F)C(=O)OCC